C(C)OC1=NC=CC=C1C1=CC(=C2C(=N1)C=NN2[C@H]2COCC2)N2CCCC2 |r| (±)-5-(2-ethoxy-3-pyridyl)-7-pyrrolidin-1-yl-1-tetrahydrofurane-3-yl-pyrazolo[4,3-b]pyridine